1-((1R,5S)-3-(8-fluoro-7-(3-hydroxynaphthalen-1-yl)-2-(((RS)-1-methylpyrrolidin-2-yl)methoxy)quinazolin-4-yl)-3,8-diazabicyclo[3.2.1]octan-8-yl)-4-morpholinobutan-1-one FC=1C(=CC=C2C(=NC(=NC12)OC[C@@H]1N(CCC1)C)N1C[C@H]2CC[C@@H](C1)N2C(CCCN2CCOCC2)=O)C2=CC(=CC1=CC=CC=C21)O |&1:13|